2-[(1-{4-[1-(4-acryloylpiperazin-1-yl)cyclopentyl]phenyl}cyclopropyl)amino]-8-(propan-2-yl)pyrido[2,3-d]pyrimidin-7(8H)-on C(C=C)(=O)N1CCN(CC1)C1(CCCC1)C1=CC=C(C=C1)C1(CC1)NC=1N=CC2=C(N1)N(C(C=C2)=O)C(C)C